5-(2-{5-[(7R)-7-amino-2-azabicyclo[2.2.1]heptane-2-carbonyl]-7-methoxy-1-methyl-1H-1,3-benzodiazol-2-yl}-1-(cyclopropylmethyl)-1H-pyrrolo[2,3-b]pyridin-6-yl)-2-methoxypyridin-3-ol N[C@H]1C2N(CC1CC2)C(=O)C2=CC1=C(N(C(=N1)C1=CC=3C(=NC(=CC3)C=3C=C(C(=NC3)OC)O)N1CC1CC1)C)C(=C2)OC